3-(2-(((tert-butoxycarbonyl)amino)methyl)-4-(4-(trifluoromethyl)phenyl)-3,4-dihydroquinoxalin-1(2H)-yl)propanoic acid C(C)(C)(C)OC(=O)NCC1N(C2=CC=CC=C2N(C1)C1=CC=C(C=C1)C(F)(F)F)CCC(=O)O